ClC1=CC=C(CN2[C@H]3CC(C[C@@H]2CC3)NC(=O)C3=CC=C2C=CNC2=C3)C=C1 N-((1R,3s,5S)-8-(4-chlorobenzyl)-8-azabicyclo[3.2.1]oct-3-yl)-1H-indole-6-carboxamide